3-((5-methoxy-4-(8-phenyl-8-azabicyclo[3.2.1]octan-3-yl)pyrimidin-2-yl)amino)benzenesulfonamide COC=1C(=NC(=NC1)NC=1C=C(C=CC1)S(=O)(=O)N)C1CC2CCC(C1)N2C2=CC=CC=C2